O[C@H](COC=1C=C(C=CC1)S(=O)(=O)NC1(CC1)CO)CNC1COC2(C1)CCN(CC2)S(=O)(=O)C2=CC1=CC=CC=C1C=C2 3-((2S)-2-hydroxy-3-(8-(naphthalen-2-ylsulfonyl)-1-oxa-8-azaspiro[4.5]decan-3-ylamino)propoxy)-N-(1-(hydroxymethyl)cyclopropyl)benzenesulfonamide